ClC[C@H](CCOS(=O)(=O)C)O[Si](C)(C)C(C)(C)C (3S)-methanesulfonic acid 4-chloro-3-tert-butyldimethylsilyloxy-butyl ester